5-amino-7-fluoro-2-(4-((1-methyl-1H-benzo[d]imidazol-2-yl)carbamoyl)benzyl)imidazo[1,2-c]quinazolin-6-ium formate C(=O)[O-].NC1=[NH+]C=2C(=CC=CC2C=2N1C=C(N2)CC2=CC=C(C=C2)C(NC2=NC1=C(N2C)C=CC=C1)=O)F